C(C)OC1=CC=C(C=C1)N(S(=O)(=O)C1=C(SC=C1)C(=O)NC1=CC(=CC=C1)C(CC)=O)C 3-(N-(4-ethoxyphenyl)-N-methylsulfamoyl)-N-(3-propionylphenyl)thiophene-2-carboxamide